5-(4-(3,5-dimethylphenyl)-3,5,6-tris(3,6-diphenyl-9H-carbazol-9-yl)pyridin-2-yl)-5H-pyrido[4,3-b]indole CC=1C=C(C=C(C1)C)C1=C(C(=NC(=C1N1C2=CC=C(C=C2C=2C=C(C=CC12)C1=CC=CC=C1)C1=CC=CC=C1)N1C2=CC=C(C=C2C=2C=C(C=CC12)C1=CC=CC=C1)C1=CC=CC=C1)N1C2=C(C=3C=CC=CC13)C=NC=C2)N2C1=CC=C(C=C1C=1C=C(C=CC21)C2=CC=CC=C2)C2=CC=CC=C2